tert-Butyl 2,2-dimethyl-4-[2-[(6-sulfamoyl-2-pyridyl)amino]ethoxy]pyrrolidine-1-carboxylate CC1(N(CC(C1)OCCNC1=NC(=CC=C1)S(N)(=O)=O)C(=O)OC(C)(C)C)C